3-chloro-6-(5-((cyclohexyl(isopropyl)amino)methyl)-1H-tetrazol-1-yl)picolinonitrile ClC=1C(=NC(=CC1)N1N=NN=C1CN(C(C)C)C1CCCCC1)C#N